OCCN(CC)CCOC1=NC(=NC(=N1)C(Cl)(Cl)Cl)C(Cl)(Cl)Cl 2-[2-{N-hydroxyethyl-N-ethylamino}ethoxy]-4,6-bis(trichloromethyl)s-triazine